BrC1=CC=C(C=C1)C(C)NC(C)C12CC3(CC(CC(C1)C3)C2)C2=CC=C(C=C2)Cl [1-(4-Bromo-phenyl)-ethyl]-{1-[3-(4-chloro-phenyl)-adamantan-1-yl]-ethyl}-amine